Aminoethyl-phenoxazine NCCC1=CC=CC=2OC3=CC=CC=C3NC12